undecane-3-carboxylate CCC(CCCCCCCC)C(=O)[O-]